6-(3-(trifluoromethyl)-1H-pyrazol-1-yl)quinoline-4-carboxylic acid FC(C1=NN(C=C1)C=1C=C2C(=CC=NC2=CC1)C(=O)O)(F)F